2-amino-3-methyl-N-((1R)-1-(2-pyrimidinyl)ethyl)-N-((6-(trifluoromethyl)-3-pyridinyl)methyl)-6-quinolinecarboxamide NC1=NC2=CC=C(C=C2C=C1C)C(=O)N(CC=1C=NC(=CC1)C(F)(F)F)[C@H](C)C1=NC=CC=N1